FC(C=1C=C(C=CC1C(F)(F)F)NC(NCCCCOCCCCCCCC(=O)O)=O)(F)F 8-(4-(3-(3,4-bis(trifluoromethyl)phenyl)ureido)butoxy)octanoic acid